tert-butyl (6-((dimethylamino)methyl)-5-(tetrahydro-2H-pyran-4-yl)pyridin-2-yl)carbamate CN(C)CC1=C(C=CC(=N1)NC(OC(C)(C)C)=O)C1CCOCC1